COCCOC=1C=C2C(=NC=NC2=CC1OCCOC)OC1=CC(=C(C=C1)C1C=2N(CCC1)N(C(C2C(=O)N)=O)C2=C(C=CC=C2)F)F (4-((6,7-bis(2-methoxyethoxy)quinazolin-4-yl)oxy)-2-fluorophenyl)-1-(2-fluorophenyl)-2-oxo-1,2,4,5,6,7-hexahydropyrazolo[1,5-a]pyridine-3-carboxamide